5,6-dichloro-1-hexene ClC(CCC=C)CCl